BrC=1C=C2C(=NC1)C(=NN2C)N(C(=O)N)CCC(=O)OCC ethyl 3-(1-(6-bromo-1-methyl-1H-pyrazolo[4,3-b]pyridin-3-yl)ureido)propanoate